FC1=CC=C(C=C1)C(N1C[C@@H](N(C[C@@H]1C)C1=CC(N(C=2C=CC(=NC12)C#N)C)=O)C)C1=NC(=CC=C1)F |&1:13| 8-((2S,SR)-4-((4-fluorophenyl)(6-fluoropyridin-2-yl)methyl)-2,5-dimethylpiperazin-1-yl)-5-methyl-6-oxo-5,6-dihydro-1,5-naphthyridine-2-carbonitrile